tert-butyl (2-((3-(4-isopropoxypyridin-2-yl)-1,2,4-thiadiazol-5-yl)amino)-5-(trifluoromethyl)pyridin-3-yl)(methyl)carbamate C(C)(C)OC1=CC(=NC=C1)C1=NSC(=N1)NC1=NC=C(C=C1N(C(OC(C)(C)C)=O)C)C(F)(F)F